BrC=1N(C(=C(N1)Br)Br)CCO 2-(2,4,5-tribromo-1H-imidazol-1-yl)ethan-1-ol